C1(CC1)C=1N=CC2=C3C(=CC(=C2C1)S(NCC(C)C)(=O)=O)[C@@H](C[C@H]3NC(=O)C=3C=C1N=CC=NC1=CC3)NC(=O)C=3C=NC=CC3 |r| N-[trans-(7RS,9RS)-3-cyclopropyl-5-(2-methylpropylsulfamoyl)-7-(pyridine-3-carbonylamino)-8,9-dihydro-7H-cyclopenta[h]isoquinolin-9-yl]quinoxaline-6-carboxamide